C1C(CC12CCNCC2)C(=O)OC methyl 7-azaspiro[3.5]nonane-2-carboxylate